Dimethyl 3-((phenylamino)methyl)glutarate C1(=CC=CC=C1)NCC(CC(=O)OC)CC(=O)OC